FC=1C=CC=C2C=C(NC(C12)=O)CCC(=O)N1CCN(CC1)C=1C=CC(=NC1)C#N 5-(4-(3-(8-fluoro-1-oxo-1,2-dihydroisoquinolin-3-yl)propanoyl)piperazin-1-yl)picolinonitrile